Silver Ethyl Hexanoate C(CCCCC)(=O)OCC.[Ag]